C(C)C1(CC(=C(C=C1)N)N)NCC 4,N4-diethylbenzene-1,2,4-triamine